(2E)-2-methylbut-2-ene-1,4-diol C/C(/CO)=C\CO